(1-((6-(tert-butyl)pyridin-3-yl)methyl)-1H-pyrazol-4-yl)methylamine C(C)(C)(C)C1=CC=C(C=N1)CN1N=CC(=C1)CN